ClC1=C2C(=NC=C1C=1C=C(C=CC1)N1C(CNCC1)=O)NC=C2C#CCN(C)C 1-(3-(4-chloro-3-(3-(dimethylamino)prop-1-yn-1-yl)-1H-pyrrolo[2,3-b]pyridin-5-yl)phenyl)piperazin-2-one